1-bromo-3-isopropyl-5-(4-(oxetan-3-ylamino)cyclohex-1-en-1-yl)imidazo[1,5-a]pyrazin-8-amine BrC=1N=C(N2C1C(=NC=C2C2=CCC(CC2)NC2COC2)N)C(C)C